FC=1C=C(CN2C=3N(CCC2=O)N=C(C3)C=3C(=NC=NC3C3(CC3)C)OC)C=CC1C=1N(C=C(N1)C(F)(F)F)C 4-(3-fluoro-4-(1-methyl-4-(trifluoromethyl)-1H-imidazol-2-yl)benzyl)-2-(4-methoxy-6-(1-methylcyclopropyl)pyrimidin-5-yl)-6,7-dihydropyrazolo[1,5-a]pyrimidin-5(4H)-one